C(C)(C)(C)OC(=O)N[C@H](CC(C(=O)O)(C)C)CC1=CC=CC=C1 (4S)-4-{[(tert-Butoxy)carbonyl]amino}-2,2-dimethyl-5-phenylpentanoic acid